C(C)(C)N1CCC(CC1)NC1=NC(=NC2=CC(=C(C=C12)OC)C#CCCN1CCCCC1)N1CCCCC1 N-(1-isopropylpiperidine-4-yl)-6-methoxy-2-(piperidine-1-yl)-7-(4-(piperidine-1-yl)but-1-yn-1-yl)quinazolin-4-amine